C(C)SC=1SC2=C(N1)C1=C(C=C2)OCO1 7-(ethylthio)-[1,3]dioxolo[4',5':5,6]benzo[1,2-d]thiazole